NC1=C(C(=NC=N1)OC=1C=C(C=CC1)NC(CCl)=O)C1=CC=C(C=C1)OC1=CC=CC=C1 N-{3-[6-Amino-5-(4-phenoxy-phenyl)-pyrimidin-4-yloxy]-phenyl}-2-chloroacetamide